ClC=1C=C2C=NN(C2=C(C1)C1=C2C(=NC=C1)C=C(S2)CN2C(C1C(C1C2=O)(C)C)=O)C[C@@H]2CNCCO2 3-((7-(5-chloro-1-(((S)-morpholin-2-yl)methyl)-1H-indazol-7-yl)thieno[3,2-b]pyridin-2-yl)methyl)-6,6-dimethyl-3-azabicyclo[3.1.0]hexane-2,4-dione